C(C(C)C)N1C2=C(N(C(C1=O)=O)C1CCN(CC1)CC1=CC=C(C=C1)OC(F)(F)F)N=CC=C2 isobutyl-4-(1-(4-(trifluoromethoxy)benzyl)piperidin-4-yl)-1,4-dihydropyrido[2,3-b]pyrazine-2,3-dione